[Na+].[Na+].S(=O)(=O)(O)C(C(=O)O)CC(=O)O.C(CC(O)(C(=O)O)CC(=O)[O-])(=O)[O-].C(CCCCCCCCCCC)O lauryl alcohol citrate sulfosuccinate disodium salt